FC=1C=C(C=CC1)N(C1=NC=2N(C3=CC(=CC=C13)C=O)C=NN2)C 5-((3-fluorophenyl)(methyl)amino)-[1,2,4]triazolo[4,3-a]quinazoline-8-carbaldehyde